3-hydroxy-5,5-dimethyl-cyclohex-2-en-1-one OC1=CC(CC(C1)(C)C)=O